[4-[(3R)-3-(3-chlorophenoxy)pyrrolidin-1-yl]tetrahydropyran-4-yl]methanol ClC=1C=C(O[C@H]2CN(CC2)C2(CCOCC2)CO)C=CC1